(2S)-2-acetylazetidine-1-carboxylate C(C)(=O)[C@H]1N(CC1)C(=O)[O-]